7-methoxy-5-methylbenzo[b]thiophene COC1=CC(=CC2=C1SC=C2)C